CC=1OC=CC1 2-METHYL-FURAN